N/C(=C(/C(=O)OCC)\C(NC(=O)OCC)=O)/C Ethyl (E)-3-amino-2-((ethoxycarbonyl)carbamoyl)but-2-enoate